(±)-Allyl 3-[4-(3-aminooxetan-3-yl)phenyl]tetrahydrofuran-3-carboxylate NC1(COC1)C1=CC=C(C=C1)[C@]1(COCC1)C(=O)OCC=C |r|